2-{2-[6,6-dimethyl-1-(oxetan-2-yl)-5,7-dihydro-4H-indazol-3-yl]-1H-indol-6-yl}-1-oxo-2,8-diazaspiro[4.5]decane-8-carboxylic acid tert-butyl ester C(C)(C)(C)OC(=O)N1CCC2(CCN(C2=O)C2=CC=C3C=C(NC3=C2)C2=NN(C=3CC(CCC23)(C)C)C2OCC2)CC1